3-(((2,5-dihydro-1H-benzo[e][1,3]diazepin-3-yl)thio)methyl)-6,6-dimethyl-5,6-dihydroimidazo[2,1-b]thiazole dihydrochloride Cl.Cl.C1NC(=NCC2=C1C=CC=C2)SCC=2N1C(SC2)=NC(C1)(C)C